NC1=NNC2=CC=C(C(=C12)C1=C(C=C2C(=NC(=NC2=C1F)OCCN1CC(C1)(F)F)N1C[C@H](N(C[C@@H]1C)C(C=C)=O)C)Cl)C 1-((2R,5S)-4-((S)-7-(3-amino-5-methyl-1H-indazol-4-yl)-6-chloro-2-(2-(3,3-difluoroazetidin-1-yl)ethoxy)-8-fluoroquinazolin-4-yl)-2,5-dimethylpiperazin-1-yl)prop-2-en-1-one